CN(C=1C(=CC=CC1)C)C N,N-dimethyl-toluidine